COC=1N=C2CCCC(C2=C2C=CC=CC12)N[S@](=O)C(C)(C)C (R)-N-(6-methoxy-1,2,3,4-tetrahydrophenanthridin-1-yl)-2-methyl-propane-2-sulfinamide